C1(C=2N(C(CN1)=O)CC=NC2)=O 2H-pyrazino[1,2-a]pyrazine-1,4(3H,6H)-dione